7-(2,4-difluorophenyl)-8-(3-hydroxypropoxy)-6-(trifluoromethyl)quinazoline-2,4(1H,3H)-dione FC1=C(C=CC(=C1)F)C1=C(C=C2C(NC(NC2=C1OCCCO)=O)=O)C(F)(F)F